C[C@H]1N(CCOC1)C1=CC=C2C(=N1)C(=NN2)C2=NNC=C2 5-((R)-3-Methyl-morpholin-4-yl)-3-(1H-pyrazol-3-yl)-1H-pyrazolo[4,3-b]pyridin